5-(2-((6,7-dichloroquinolin-2-yl)amino)ethyl)-N-hydroxyisoxazole-3-carboxamide ClC=1C=C2C=CC(=NC2=CC1Cl)NCCC1=CC(=NO1)C(=O)NO